ClC=1C(=NC(=NC1)N[C@H]1[C@@H](COCC1)O)C=1C=C(C2=C(N(C(=N2)[C@@H]2CN(CC2)C(=O)OC)C(C)C)C1)F methyl (S)-3-(6-(5-chloro-2-(((3S,4R)-3-hydroxytetrahydro-2H-pyran-4-yl)amino)pyrimidin-4-yl)-4-fluoro-1-isopropyl-1H-benzo[d]imidazol-2-yl)pyrrolidine-1-carboxylate